(1R,2S,5R)-2-isopropyl-5-methylcyclohexanol C(C)(C)[C@H]1[C@@H](C[C@@H](CC1)C)O